ClC1=C(C=C(C=C1)Cl)C(=O)NCC(=O)N[C@H]1C[C@H](CCC1)NC1=CC(=NC2=CC=CC=C12)C(F)(F)F 2-[(2,5-dichlorophenyl)formamido]-N-[(1R,3S)-3-{[2-(trifluoromethyl)quinolin-4-yl]amino}cyclohexyl]acetamide